2-(4-Chlorophenyl)-1H-benzo[d]imidazole-4-carboxamide ClC1=CC=C(C=C1)C1=NC2=C(N1)C=CC=C2C(=O)N